ethyl-3-propyl-1H-imidazol-3-ium acrylate C(C=C)(=O)[O-].C(C)N1C=[N+](C=C1)CCC